CC1=C(C(=O)[O-])C(=CC(=C1)C)C 2,4,6-trimethylbenzoate